FC=1C=C(COC=2C=C3N(C(N2)=O)CC2N3COC2)C=C(C1OC1(CC1)CCF)F 6-((3,5-difluoro-4-(1-(2-fluoroethyl)cyclopropoxy)benzyl)oxy)-10,10a-dihydro-1H-oxazolo[3',4':3,4]imidazo[1,2-c]pyrimidin-8(3H)-one